C(C)(C)(C)OC(=O)N1C(=CC2=CC(=CC=C12)F)OB(O)O (1-(t-butoxycarbonyl)-5-fluoro-1H-indol-2-yl)boric acid